(2R,5S)-1-(1-(4-fluoro-2-(methoxymethyl)phenyl)ethyl)-2,5-dimethylpiperazine FC1=CC(=C(C=C1)C(C)N1[C@@H](CN[C@H](C1)C)C)COC